Nitrogen Hydroxysuccinimide OC1C(=O)NC(C1)=O.[N]